5-pentylene carbonate C1(OCCCCCO1)=O